COC(=O)C1C[C@H]2CC[C@@H](C1)N2 (1r,3s,5s)-8-azabicyclo[3.2.1]octane-3-carboxylic acid methyl ester